tert-butyl (3-(azidomethyl)-3-hydroxycyclobutyl)carbamate N(=[N+]=[N-])CC1(CC(C1)NC(OC(C)(C)C)=O)O